FC1=CC=2N(C=C1NC(=O)N1CCC=3C1=NC=CC3C3CC(N(CC3)C(=O)OC(C)(C)C)(C)C)C=C(N2)C tert-butyl 4-(1-((7-fluoro-2-methylimidazo[1,2-a]pyridin-6-yl)carbamoyl)-2,3-dihydro-1H-pyrrolo[2,3-b]pyridin-4-yl)-2,2-dimethylpiperidine-1-carboxylate